O=C(CNC(C1=CC(=CC=C1)C(F)(F)F)=O)N1C2C(CC1)N(CC2)C2CCC(CC2)C2=NC=CC=N2 N-(2-oxo-2-{4-[(1s,4s)-4-(pyrimidin-2-yl)cyclohexyl]-octahydropyrrolo[3,2-b]pyrrol-1-yl}ethyl)-3-(trifluoromethyl)benzamide